C(C1=CC=CC=C1)OC1=C(C(=NC(=C1)Cl)C)CNC 1-(4-(benzyloxy)-6-chloro-2-methylpyridin-3-yl)-N-methylmethanamine